C(C)(C)C1=C(C(=CC=C1)C(C)C)N=C1C(C2=CC=CC3=CC=CC1=C23)=NC2=C(C=CC=C2C(C)C)C(C)C 1,2-bis[(2,6-diisopropylphenyl)imino]acenaphthene